[Cl-].FC=1C=C(C=CC1F)NN (3,4-difluorophenyl)hydrazine chloride